monobutylbiphenylsulfonate C(CCC)OS(=O)(=O)C=1C(=CC=CC1)C1=CC=CC=C1